1-(4-benzyl-2-(3,4-dimethylphenyl)-3,5-dioxo-2,3,4,5-tetrahydro-1,2,4-triazine-6-carbonyl)piperidine-3-carboxylic acid decyl ester C(CCCCCCCCC)OC(=O)C1CN(CCC1)C(=O)C=1C(N(C(N(N1)C1=CC(=C(C=C1)C)C)=O)CC1=CC=CC=C1)=O